tert-butyl ((1R,3R)-3-((2-(2-(2-aminoethoxy)ethoxy)ethoxy)methyl)cyclobutyl)carbamate NCCOCCOCCOCC1CC(C1)NC(OC(C)(C)C)=O